(S)-N-(1-cyclobutylethyl)-5-(4-(trifluoromethyl)phenyl)-2-naphthamide C1(CCC1)[C@H](C)NC(=O)C1=CC2=CC=CC(=C2C=C1)C1=CC=C(C=C1)C(F)(F)F